ClC=1C=NN(C1C(=O)NC1=NC=C(C=C1C)C#CC1=CC=CC=C1)CCC1OCCC1 4-chloro-N-(3-methyl-5-(phenylethynyl)pyridin-2-yl)-1-(2-(tetrahydrofuran-2-yl)ethyl)-1H-pyrazole-5-carboxamide